((2-(3'-(7-cyano-5-((3-(dimethylamino)-4-methylpyrrolidin-1-yl)methyl)benzo[d]oxazol-2-yl)-2,2'-dimethyl-[1,1'-biphenyl]-3-yl)-6-(difluoromethoxy)benzo[d]oxazol-5-yl)methyl)-L-proline C(#N)C1=CC(=CC=2N=C(OC21)C=2C(=C(C=CC2)C2=C(C(=CC=C2)C=2OC1=C(N2)C=C(C(=C1)OC(F)F)CN1[C@@H](CCC1)C(=O)O)C)C)CN1CC(C(C1)C)N(C)C